FC(C=1C(=C(C=CC1)[C@@H](C)NC=1C2=C(N=C(N1)C)C(N(C(=C2)OCC(C)(C)C)C)=O)F)F (R)-4-((1-(3-(difluoromethyl)-2-fluorophenyl)ethyl)amino)-2,7-dimethyl-6-(neopentyloxy)pyrido[3,4-d]pyrimidin-8(7H)-one